L-prolineamide N1[C@@H](CCC1)C(=O)N